FC1=C(C=CC2=C1CCCC(=C2C2=CC=C(C=C2)O[C@@H]2CN(CC2)CCCF)C2=CC=C(C=C2)SC(F)(F)F)O 1-fluoro-5-[4-[(3S)-1-(3-fluoropropyl)pyrrolidin-3-yl]oxyphenyl]-6-[4-(trifluoro-methylsulfanyl)phenyl]-8,9-dihydro-7H-benzo[7]annulen-2-ol